(S,E)-Methyl-(7-(dimethylamino)-1,7-dioxo-1-((2-oxo-1-((7-pivaloyl-1H-benzo[d]imidazol-2-yl)methyl)-1,2-dihydropyridin-3-yl)amino)hept-5-en-2-yl)carbamat COC(N[C@H](C(NC=1C(N(C=CC1)CC1=NC2=C(N1)C(=CC=C2)C(C(C)(C)C)=O)=O)=O)CC\C=C\C(=O)N(C)C)=O